C(#N)C=1C=C(C=CC1)C=1C2=CC=CC=C2N=C2C=CC=CC12 9-(m-cyanophenyl)acridine